phosphate monosodium salt trihydrate O.O.O.[Na+].P(=O)([O-])(O)O